3,5-bis[3-[(2-hydroxyethyl)thio]propyl]-1,3,5-triazin-2,4,6-trione OCCSCCCN1C(NC(N(C1=O)CCCSCCO)=O)=O